(E)-N-(2-chloropyridin-4-yl)-9-((3-methylbenzylidene)amino)-2-morpholino-9H-purin-6-amine ClC1=NC=CC(=C1)NC1=C2N=CN(C2=NC(=N1)N1CCOCC1)/N=C/C1=CC(=CC=C1)C